1-{[(5S,7S)-7-methyl-2-oxo-3-(2-pyridinylmethyl)-1-oxa-3-azaspiro[4.5]dec-7-yl]methyl}-1H-benzimidazole-6-carbonitrile C[C@]1(C[C@]2(CN(C(O2)=O)CC2=NC=CC=C2)CCC1)CN1C=NC2=C1C=C(C=C2)C#N